NCC1=CC=C(C=C1)CS(=O)(=O)N (4-(aminomethyl)phenyl)methanesulfonamide